N-(6-((1H-pyrazol-1-yl)methyl)-4-(trifluoromethoxy)benzo[d]isoxazol-3-yl)-2-methoxybenzenesulfonamide N1(N=CC=C1)CC1=CC2=C(C(=NO2)NS(=O)(=O)C2=C(C=CC=C2)OC)C(=C1)OC(F)(F)F